(S)-3-(3,4-diaminophenoxy)pyrrolidine-1-carboxylic acid tert-butyl ester C(C)(C)(C)OC(=O)N1C[C@H](CC1)OC1=CC(=C(C=C1)N)N